2,13-dibromo-lysergic acid diethylamide C(C)N(C(=O)[C@H]1CN(C)[C@@H]2CC3=C(NC4=CC(=CC(C2=C1)=C34)Br)Br)CC